COC1=CC=C2C(=NC=3N(C2=C1)C=NN3)N(C3=CC=CC=C3)C 8-methoxy-N-methyl-N-phenyl-[1,2,4]triazolo[4,3-a]quinazolin-5-amine